C(C=1C(C(=O)[O-])=CC(C(=O)[O-])=C(C(=O)[O-])C1)(=O)[O-] Pyromellitat